C(C=C)(=O)N1C[C@@H](N(C[C@H]1C)C=1C2=C(N(C(N1)=O)C=1C(=NC=CC1C)C(C)C)N=C(C(=C2)C#N)C=2C(=NC=CC2)N)C 4-((2S,5R)-4-acryloyl-2,5-dimethylpiperazin-1-yl)-7-(2-aminopyridin-3-yl)-1-(2-Isopropyl-4-methylpyridin-3-yl)-2-oxo-1,2-dihydropyrido[2,3-d]pyrimidine-6-carbonitrile